O=C1C(=CNC2=CC=CC=C12)C(=O)Cl 1,4-dihydro-4-oxo-3-quinolinecarboxylic acid chloride